OC1(CCC(CC1)N1N=C2C=C(C(=CC2=C1)NC(=O)C1=[N+](C(=CC=C1)C)[O-])OC)C 2-((2-(trans-4-hydroxy-cis-4-methylcyclohexyl)-6-methoxy-2H-indazol-5-yl)carbamoyl)-6-methylpyridine 1-oxide